C(C1=CC=CC=C1)NC1=NC(=NC=C1F)NC1=CC2=C(B(OC2)O)C=C1 5-((4-(benzylamino)-5-fluoropyrimidin-2-yl)amino)benzo[c][1,2]oxaborol-1(3H)-ol